FC1=C(CN2CCNCC2)C(=CC=C1OCOC)OC 1-(2-fluoro-6-methoxy-3-(methoxymethoxy)benzyl)piperazine